ClC=1C(=C(C(=CC1)OC)C1=CC(=NC=C1C(=O)NC=1SC(=NN1)SCC)C)F 4-(3-chloro-2-fluoro-6-methoxyphenyl)-N-(5-(ethylsulfanyl)-1,3,4-thiadiazol-2-yl)-6-methylnicotinamide